CN1C(=NC2=CC=CC=C2C1=O)C=1SC=CC1 3-methyl-2-(thiophen-2-yl)quinazolin-4(3H)-one